N-(6-(3,3-dimethylbutyl)-6-azaspiro[2.5]oct-1-yl)-3-fluoro-5-(trifluoromethyl)benzamide CC(CCN1CCC2(CC2NC(C2=CC(=CC(=C2)C(F)(F)F)F)=O)CC1)(C)C